methyl 2-(bromomethyl)-5-chloro-4-nitrobenzoate BrCC1=C(C(=O)OC)C=C(C(=C1)[N+](=O)[O-])Cl